C(C)[C@H]1NC[C@@H](N(C1)C1=CC=CC(=N1)C1=NC2=CC(=NC=C2C=C1)CNC(C1=CC(=C(C=C1)C)S(=O)(=O)C)=O)C N-((2-(6-((2S,5R)-5-ethyl-2-methylpiperazin-1-yl)pyridin-2-yl)-1,6-naphthyridin-7-yl)methyl)-4-methyl-3-(methylsulfonyl)benzamide